2-[1-[2-[4-[4-[(2,6-dioxo-3-piperidyl)amino]phenyl]-1-piperidyl]-2-oxo-ethyl]-4-piperidyl]-7-isopropoxy-N-phenyl-imidazo[1,2-a]pyridine-6-carboxamide O=C1NC(CCC1NC1=CC=C(C=C1)C1CCN(CC1)C(CN1CCC(CC1)C=1N=C2N(C=C(C(=C2)OC(C)C)C(=O)NC2=CC=CC=C2)C1)=O)=O